BrC1=CC2=C(N(C(N2)=O)CC2CCC2)C=C1 5-bromo-1-(cyclobutylmethyl)-1,3-dihydro-2H-benzo[d]imidazol-2-one